silicic acid, chloride [Si](Cl)(Cl)(Cl)Cl